NC1=NC(=C(C(=N1)C1=C(C(=CC=C1)C)C#N)C1=CC=NC=C1)Cl 3-(2-amino-6-chloro-5-(pyridin-4-yl)pyrimidin-4-yl)-2-tolunitrile